C1=CC(=CC(=C1)NC(=O)C2=C(C=CC(=C2)Br)F)C(F)(F)F 5-bromo-2-fluoro-N-(3-(trifluoromethyl)phenyl)benzamide